[Cl-].[Cl-].C[Zr](C1C=CC2=C(C=3CCCC3C=C12)C1=CC=CC=C1)(C1C=C(C=C1)CCCC)([SiH3])([SiH3])(C)(C)C Tetramethyldisilyl-(3-butyl-cyclopentadienyl)(4-phenyl-1,5,6,7-tetrahydro-s-indacenyl)zirconium dichloride